ClC1=C(C(=CC(=C1)C1=NC=CC=C1NC(C)C=1C=C(C=C2C(C(=C(OC12)N1CCCCC1)C)=O)C)C=O)OS(=O)(=O)C(F)(F)F [2-chloro-4-[3-[1-[3,6-dimethyl-4-oxo-2-(1-piperidyl)chromen-8-yl]ethylamino]-2-pyridyl]-6-formyl-phenyl]trifluoromethanesulfonate